CC1=CC(=CC(=C1OC2=CC(=C(C=C2)O)C(C)C)C)NC(=O)C(=O)O N-[3,5-dimethyl-4-(4'-hydroxy-3'-isopropylphenoxy)-phenyl]-oxamic acid